ClC1=C(C=CC2=C1C(=N[C@H](C(N2)=O)C)C2=C(C=CC=C2F)F)Cl (3S)-6,7-dichloro-5-(2,6-difluorophenyl)-3-methyl-1,3-dihydro-1,4-benzodiazepine-2-One